BrCC(F)C1=CC(=CC=C1)Cl (2-bromo-1-fluoroethyl)-3-chlorobenzene